NC[C@@]12[C@@H]([C@@H]([C@H](C(OC1)O2)N2C(C=CC2=O)=O)O)O 1-((1S,2R,3R,4R)-1-(Aminomethyl)-2,3-dihydroxy-6,8-dioxabicyclo[3.2.1]octan-4-yl)-1H-pyrrole-2,5-dione